CN(C(CCCCCCCCC)CCCCCCCCC)C N,N-dimethylnonadecan-10-amine